C[C@@H]1CC[C@@H](CN1C(CC1=CC=C(C=C1)C=1C=NC=NC1)=O)C(=O)O (3S,6R)-6-methyl-1-(2-(4-(pyrimidin-5-yl)phenyl)acetyl)piperidine-3-carboxylic acid